O1CCC(CC1)N1N=CC=2C1=NC(=NC2N)N (tetrahydro-2H-pyran-4-yl)-1H-pyrazolo[3,4-d]pyrimidine-4,6-diamine